ClC1=CC(=C(COC2=CC=CC(=N2)C2=CC(=C(CC3N(C=CC=C3)CC3=C(C=CC=C3)F)C=C2)F)C=C1)F 2-(4-(6-((4-chloro-2-fluorobenzyl)oxy)pyridine-2-yl)-2-fluorobenzyl)-1-(2-fluorobenzyl)pyridine